The molecule is an organophosphate oxoanion that is the trianion of (R)-5-phosphopantothenic acid arising from deprotonation of the carboxy and phosphate OH groups; major species at pH 7.3 It has a role as a human metabolite. It derives from a (R)-pantothenic acid. It is a conjugate base of a (R)-4'-phosphopantothenate(2-). CC(C)(COP(=O)([O-])[O-])[C@H](C(=O)NCCC(=O)[O-])O